dibutyltin difluorovalerate FC(C(=O)[O-])(CCC)F.C(CCC)[Sn+2]CCCC.FC(C(=O)[O-])(CCC)F